O1[13CH]=CC(C2=CC=CC=C12)=O chromen-4-one-13C